2-bromophenyl (1R,4R)-6-(4-(1H-imidazol-1-yl) phenyl)-5-(4-hydroxyphenyl)-7-oxabicyclo[2.2.1]hept-5-ene-2-sulfonate N1(C=NC=C1)C1=CC=C(C=C1)C1=C([C@H]2CC([C@@H]1O2)S(=O)(=O)OC2=C(C=CC=C2)Br)C2=CC=C(C=C2)O